3-Fluoro-N-(2-methyl-5-morpholin-4-ylmethylphenyl)-4-[4-(1-methyl-1H-pyrazol-4-yl)-5-methylsulfanyl-pyrimidin-2-ylamino]-benzamide FC=1C=C(C(=O)NC2=C(C=CC(=C2)CN2CCOCC2)C)C=CC1NC1=NC=C(C(=N1)C=1C=NN(C1)C)SC